(S)-1-(6-chloro-3-methylpyrazin-2-yl)-7'-(3,5-difluorophenyl)dihydro-1'H,3'H,5'H-spiro[piperidine-4,2'-pyrazolo[1,2-a]pyrazol]-1'-one ClC1=CN=C(C(=N1)N1CCC2(CN3N([C@@H](CC3)C3=CC(=CC(=C3)F)F)C2=O)CC1)C